N1=NC(=NN=C1)C1=CC=C(CNC(CCN2C(C(CC2=O)SC[C@H](N)C(=O)O)=O)=O)C=C1 S-(1-(3-((4-(1,2,4,5-Tetrazine-3-yl)benzyl)amino)-3-oxopropyl)-2,5-dioxopyrrolidine-3-yl)cysteine